N[C@@H](CCC(=O)N[C@@H](CSCC(N(CCCNC(OCC[Si](C)(C)C)=O)[C@H](C(C)(C)C)C=1N(C=C(C1)C1=C(C=CC(=C1)F)F)CC1=CC=CC=C1)=O)C(=O)O)C(=O)O L-gamma-glutamyl-S-(11-{(1R)-1-[1-benzyl-4-(2,5-difluorophenyl)-1H-pyrrol-2-yl]-2,2-dimethylpropyl}-2,2-dimethyl-6,12-dioxo-5-oxa-7,11-diaza-2-silatridecan-13-yl)-L-cysteine